diethylaminotetramethyl-diphenyl-trisiloxane C(C)N(CC)[SiH](O[Si](O[Si](C)(C)C)(C1=CC=CC=C1)C1=CC=CC=C1)C